N-[2-(2-ethoxyethylthio)ethyl]propan-2-amine C(C)OCCSCCNC(C)C